2-benzoyl-3-(methylamino)-N-(4-methoxyphenyl)but-2-enylthioamide C(C1=CC=CC=C1)(=O)C(CS[NH-])=C(CC1=CC=C(C=C1)OC)NC